C1(=CC=CC=C1)C(=O)CCC1=CC=CC=C1 phenylethyl phenyl ketone